Cl.C(C)(C)(C)OC([C@@H](NC(=O)OC(C)(C)C)CN)=O 3-amino-N-(tert-Butoxycarbonyl)-L-alanine tert-butyl ester hydrochloride